OC=1C=C(C=CC1OC)C(C1=CC(=C(C=C1)O)C1CCCCC1)C1=CC(=C(C=C1)O)C1CCCCC1 4,4'-[(3-hydroxy-4-methoxyphenyl)methylene]bis(2-cyclohexylphenol)